S1C=CC2=C1C1(OCC2)CCN(CC1)C(=O)C1=NN(C(=N1)C1=CC=C(C=C1)C(C)C)C (4',5'-dihydrospiro[piperidine-4,7'-thieno[2,3-c]pyran]-1-yl)(5-(4-isopropylphenyl)-1-methyl-1H-1,2,4-triazol-3-yl)methanone